C(C)OC([C@H](C)NP(=O)(OCC(F)(F)F)C(C1=CC2=C(SC(=C2)C(=O)O)C=C1)F)=O 5-(((((S)-1-ethoxy-1-oxopropan-2-yl)amino)(2,2,2-trifluoroethoxy)phosphoryl)fluoromethyl)benzo[b]thiophene-2-carboxylic acid